N-((1-aminoisoquinolin-6-yl)methyl)-5-chloro-2-{((5,6,7,8-tetrahydroimidazo[1,2-a]pyridin-7-yl)methyl)amino}nicotinamide NC1=NC=CC2=CC(=CC=C12)CNC(C1=C(N=CC(=C1)Cl)NCC1CC=2N(CC1)C=CN2)=O